(2R,3R)-2,3-difluoro-N-(2-(piperidin-1-yl)-4-((4-(trifluoromethyl)benzyl)amino)phenyl)octanamide F[C@H](C(=O)NC1=C(C=C(C=C1)NCC1=CC=C(C=C1)C(F)(F)F)N1CCCCC1)[C@@H](CCCCC)F